OCCOS(=O)(=O)CCN1CCNCC1.CN(C1=CC=C(C=C1)C(C=CC1=CC=C(C=C1)SC1=CC=C(C=C1)C(CCCCCCC)=O)=O)C 1-(4-((4-(3-(4-(dimethylamino)phenyl)-3-oxoprop-1-en-1-yl)phenyl)thio)phenyl)octan-1-one hydroxyethylpiperazineethanesulfonate